COC=1C=C(C=C(C1)OC)OC(CC)=O.OC1=CC=C(C(C(=O)O)O)C=C1 4-hydroxymandelic acid 3,5-dimethoxy-phenylpropanoate